N-{4-[2-amino-5-(3,4-dimethoxyphenyl)pyridin-3-yl]phenyl}-5-(4-methylphenyl)-4-oxo-1-(tetrahydro-2H-pyran-4-ylmethyl)-1,4-dihydropyridine-3-carboxamide NC1=NC=C(C=C1C1=CC=C(C=C1)NC(=O)C1=CN(C=C(C1=O)C1=CC=C(C=C1)C)CC1CCOCC1)C1=CC(=C(C=C1)OC)OC